SODIUM SULFUR Sodium N-(4-phenylmethoxyphenyl)sulfamate C1(=CC=CC=C1)COC1=CC=C(C=C1)NS([O-])(=O)=O.[Na+].[S+2].[Na+].C1(=CC=CC=C1)COC1=CC=C(C=C1)NS([O-])(=O)=O.C1(=CC=CC=C1)COC1=CC=C(C=C1)NS([O-])(=O)=O.C1(=CC=CC=C1)COC1=CC=C(C=C1)NS([O-])(=O)=O